E-3,7-dimethylocta-5,7-dien-1-yl acetate C(C)(=O)OCCC(C\C=C\C(=C)C)C